2-(4-(4-fluorobutyl)-2,5-dimethoxyphenyl)ethanamine FCCCCC1=CC(=C(C=C1OC)CCN)OC